O[C@@H](CO)C1=C2C(=NC=C1)N(N=C2C2CN(C2)C(C(=C)F)=O)C2=CC=C(C=C2)OC(F)(F)F 1-[3-[4-[(1R)-1,2-dihydroxyethyl]-1-[4-(trifluoromethoxy)phenyl]pyrazolo[3,4-b]pyridin-3-yl]azetidin-1-yl]-2-fluoro-prop-2-en-1-one